4-bromo-2-methylbenzotrifluoride BrC1=CC(=C(C=C1)C(F)(F)F)C